tert-butyl N-[(1S)-3-[(2-methyl-3-pyridyl)amino]-3-oxo-1-phenyl-propyl]carbamate CC1=NC=CC=C1NC(C[C@@H](C1=CC=CC=C1)NC(OC(C)(C)C)=O)=O